2-tert-butyl-6-[(±)-1-methoxypropan-2-yl]-6,7-dihydro-4H-pyrazolo[1,5-a]pyrrolo[3,4-d]pyrimidine C(C)(C)(C)C1=NN2C(NC=3C(=C2)CN(C3)[C@@H](COC)C)=C1 |r|